N-(azetidin-3-ylmethyl)-4-((2S,4r,6S)-2-cyano-7-((5-methoxy-7-methyl-1H-indol-4-yl)methyl)-7-azaspiro[3.5]nonan-6-yl)benzamide N1CC(C1)CNC(C1=CC=C(C=C1)[C@@H]1CC2(CC(C2)C#N)CCN1CC1=C2C=CNC2=C(C=C1OC)C)=O